O(C1=CC=CC=C1)C1OCCCC1 tetrahydro-2-phenoxy-2h-pyran